OCC(C)(C)NC(=O)C=1C=2C[C@@H]3[C@H](C2N(N1)C1=NC=C(C=C1F)F)C3 (1aR,5aR)-2-(3,5-Difluoro-pyridin-2-yl)-1a,2,5,5a-tetrahydro-1H-2,3-diaza-cyclopropa[a]pentalene-4-carboxylic acid (2-hydroxy-1,1-dimethyl-ethyl)-amide